tert-butyl (S)-(1-((3-(3-((3-carbamoyl-5-ethyl-6-methylpyrazin-2-yl)amino)phenoxy)propyl)amino)-1-oxopropan-2-yl)(methyl)carbamate C(N)(=O)C=1C(=NC(=C(N1)CC)C)NC=1C=C(OCCCNC([C@H](C)N(C(OC(C)(C)C)=O)C)=O)C=CC1